C1(CC1)C1=NOC(=N1)C12CCC(CC1)(CC2)CN(C(=O)C2CCCCC2)C2=CC(=CC=C2)C=2N=C(SC2)C(C)(C)O N-((4-(3-cyclopropyl-1,2,4-oxadiazol-5-yl)bicyclo[2.2.2]octan-1-yl)methyl)-N-(3-(2-(2-hydroxypropan-2-yl)thiazol-4-yl)phenyl)cyclohexanecarboxamide